Tributyl-tetra(trifluoromethyl-phenyl)ammonium borate B([O-])([O-])[O-].C(CCC)C=1C(=C(C(=C(C1)[N+](C1=C(C=CC=C1)C(F)(F)F)(C1=C(C=CC=C1)C(F)(F)F)C1=C(C=CC=C1)C(F)(F)F)C(F)(F)F)CCCC)CCCC.C(CCC)C=1C(=C(C(=C(C1)[N+](C1=C(C=CC=C1)C(F)(F)F)(C1=C(C=CC=C1)C(F)(F)F)C1=C(C=CC=C1)C(F)(F)F)C(F)(F)F)CCCC)CCCC.C(CCC)C=1C(=C(C(=C(C1)[N+](C1=C(C=CC=C1)C(F)(F)F)(C1=C(C=CC=C1)C(F)(F)F)C1=C(C=CC=C1)C(F)(F)F)C(F)(F)F)CCCC)CCCC